ClC=1C(=NC(=NC1)NC1=C(C=C(C(=O)NC(CO)(C)C)C=C1)OC)C=1C=NN(C1)C 4-((5-chloro-4-(1-methyl-1H-pyrazol-4-yl)pyrimidin-2-yl)amino)-N-(1-hydroxy-2-methylpropan-2-yl)-3-methoxybenzamide